methyl-chloroisothiazolin-one CC1C(C(=NS1)Cl)=O